CC1(COC=2C1=C(C=CC2)O)C 3,3-dimethyl-2H-benzofuran-4-ol